tert-butyl (R)-4-amino-3,3-difluoropiperidine-1-carboxylate N[C@H]1C(CN(CC1)C(=O)OC(C)(C)C)(F)F